C(C)P(=O)(CC)C1=C(C=CC=C1)NC1=NC(=NC=C1C(F)(F)F)NC=1C=CC(=C2CCOC21)C(=O)NOC 7-((4-((2-(Diethylphosphoryl)phenyl)amino)-5-(trifluoromethyl)pyrimidin-2-yl)amino)-N-methoxy-2,3-dihydrobenzofuran-4-Formamide